BrC=1OC=C(N1)C(=O)OC methyl 2-bromo-1,3-oxazole-4-carboxylate